C(=O)(OC(C)(C)C)NC1CC(CCC1)C(=O)O 3-(BOC-amino)cyclohexanecarboxylic acid